FC1=C(CN2C(=NC=3C2=NC(=CN3)N3C=CC2=C3C(N(C=C2)C)=O)C)C=CC(=C1)F (1-(2,4-difluorobenzyl)-2-methyl-1H-imidazo[4,5-b]pyrazin-6-yl)-6-methyl-1H-pyrrolo[2,3-c]pyridin-7(6H)-one